7-(2,7-Dimethyl-2H-pyrazolo[4,3-b]pyridin-5-yl)-5-fluoro-3-(piperidin-4-yl)cinnoline CN1N=C2C(N=C(C=C2C)C2=CC(=C3C=C(N=NC3=C2)C2CCNCC2)F)=C1